C(C)OC(=O)C=1SC2=C(C1)C=CC(=C2)N2CCC1(COC1)CC2 6-(2-oxa-7-azaspiro[3.5]nonan-7-yl)-1-benzothiophene-2-carboxylic acid ethyl ester